5-fluoro-2-(4-fluoro-2-methylphenoxy)-N-(3-sulfamoylphenyl)benzamide FC=1C=CC(=C(C(=O)NC2=CC(=CC=C2)S(N)(=O)=O)C1)OC1=C(C=C(C=C1)F)C